N-(3-ethynyl-4-methylphenyl)-6-(trifluoromethyl)methylpyridineamide C(#C)C=1C=C(C=CC1C)NC(=O)C1=NC(=CC=C1C)C(F)(F)F